(S)-2-(5-((8-(1-ethyl-3-(trifluoromethyl)-1H-pyrazol-4-yl)-6-((2-methyl-1H-imidazole-1-yl)methyl)-4-oxochroman-3-yl)methyl)-2-fluorophenoxy)acetic acid C(C)N1N=C(C(=C1)C=1C=C(C=C2C([C@H](COC12)CC=1C=CC(=C(OCC(=O)O)C1)F)=O)CN1C(=NC=C1)C)C(F)(F)F